C(CCCCCCCC)(=O)O.C(CCCCCCC)N(CCCCCCCC)CCCCCCCC trioctylamine pelargonate